5-(2-Diethylamino-ethyl)-2-(5-fluoro-2-oxo-1,2-dihydro-indol-3-ylidene-methyl)-3-methyl-1,5,6,7-tetrahydro-pyrrolo[3,2-c]pyridin-4-one malate C(C(O)CC(=O)O)(=O)O.C(C)N(CCN1C(C2=C(CC1)NC(=C2C)C=C2C(NC1=CC=C(C=C21)F)=O)=O)CC